C(O)C(CCCCO)(CO)CO trimethylolpentanol